C1(=CC=C(C=C1)C=1C=CC2=C(C1)C=1N=CN=C(C1O2)C2=CC(=CC=C2)N2C1=CC=CC=C1C=1C=CC=CC21)C2=CC=CC=C2 8-(1,1'-biphenyl-4-yl)-4-[3-(9H-carbazol-9-yl)phenyl]-[1]benzofuro[3,2-d]pyrimidine